CO[Si](CCCC=C(C(=O)O)C)(OC)OC.C(C(=C)C)(=O)OCCC[Si](OC)(OC)OC gamma-methacryloxypropyl-trimethoxysilane (3-(Trimethoxysilyl) propyl methacrylate)